COC(CCC(=O)C1=CC=C(C=C1)F)=O 4-(4-fluorophenyl)-4-oxo-butyric acid methyl ester